BrC=1C=NN(C1C1=CC=C(C=C1)OC1CCC1)C 4-bromo-5-(4-cyclobutoxyphenyl)-1-methyl-1H-pyrazole